2-(((1-aminocyclopropyl)methyl)(benzyl)amino)ethanol NC1(CC1)CN(CCO)CC1=CC=CC=C1